BrC=1C2=CN(N=C2C=CC1)C=1C=NC=CC1 4-bromo-2-(3-pyridinyl)-indazole